FC1=C(C=CC(=C1)OC1=CC(=NC=C1)N1C[C@H](CCC1)F)NC1=NC=NC2=CC(=C(C=C12)NC1CCN(CC1)C(C=C)=O)OC (S)-1-(4-((4-((2-fluoro-4-((2-(3-fluoropiperidin-1-yl)pyridin-4-yl)oxy)phenyl)amino)-7-methoxyquinazolin-6-yl)amino)piperidin-1-yl)prop-2-en-1-one